2-(3-(5-Amino-6-(2H-1,2,3-triazol-2-yl)pyrazin-2-yl)-4-methylphenyl)-3,3,3-trifluoropropane-1,2-diol, trifluoroacetate salt FC(C(=O)O)(F)F.NC=1N=CC(=NC1N1N=CC=N1)C=1C=C(C=CC1C)C(CO)(C(F)(F)F)O